N12N3NCCC(C4CC4CCCCCCC4CCC(CC1)C2C4)C3 triazapentacyclo[14.5.2.12,6.07,9.019,22]tetracosaN